S1C(=CC=C1)OC1CCC(CC1)C1=NC=2N(C=C1)C=CC2C(=O)N ((1R,4R)-4-(thiophen-2-yloxy)cyclohexyl)pyrrolo[1,2-a]pyrimidine-8-carboxamide